ClC1=C(C=C(C=C1)F)C(=O)C1=C(C=2CN(CC2C=C1F)C)C#N 5-[(2-chloro-5-fluorophenyl)carbonyl]-6-fluoro-2-methyl-2,3-dihydro-1H-isoindole-4-carbonitrile